OCC1(C(NCC1)=O)NC(=O)C1=C(OC2=C1C=C(C=C2)OCC2=NC=CC=C2)C N-(3-(hydroxymethyl)-2-oxopyrrolidin-3-yl)-2-methyl-5-(pyridin-2-ylmethoxy)benzofuran-3-carboxamide